COCCOC1=CC(=NC2=CC=C(C=C12)C1(C(C1)C(F)(F)F)C(=O)N)C1=CN=CS1 (4-(2-methoxyethoxy)-2-(thiazol-5-yl)quinolin-6-yl)-2-(trifluoromethyl)cyclopropane-1-carboxamide